1'-((7-ethyl-6-carbonyl-5,6-dihydro-1,5-naphthyridin-3-yl)methyl)-2-methoxy-N-methyl-1',2',3',6'-tetrahydro-[3,4'-bipyridine]-6-carboxamide C(C)C=1C(NC=2C=C(C=NC2C1)CN1CCC(=CC1)C=1C(=NC(=CC1)C(=O)NC)OC)=C=O